CC1=CC2=C(N(C=N2)CC=2N=NN(C2)[C@H](C(=O)N2[C@@H](C[C@H](C2)O)C(=O)NC)C(C)(C)C)C=C1C (2S,4r)-1-[(2S)-2-[4-[(5,6-dimethylbenzimidazol-1-yl)methyl]triazol-1-yl]-3,3-dimethyl-butyryl]-4-hydroxy-N-methyl-pyrrolidine-2-carboxamide